4-methoxypyridine-3-sulfonyl chloride COC1=C(C=NC=C1)S(=O)(=O)Cl